2-{2-cyclopropyl-3',5'-difluoro-[1,1'-biphenyl]-3-yl}-N-[(1R,6S)-2,2-difluoro-6-(piperidin-4-yloxy)cyclohexyl]acetamide C1(CC1)C1=C(C=CC=C1CC(=O)N[C@H]1C(CCC[C@@H]1OC1CCNCC1)(F)F)C1=CC(=CC(=C1)F)F